ClC1=C2C=CN(C2=C(C=C1)F)C(C(=O)NC1(CC1)CN1CCCC1)(C)C 2-(4-chloro-7-fluoro-1H-indol-1-yl)-2-methyl-N-(1-(pyrrolidin-1-ylmethyl)cyclopropyl)propanamide